ClC1=NC2=CC=C(C=C2N=C1Cl)OC 2,3-dichloro-6-methoxy-quinoxaline